O-benzoyl-N-hydroxylpyrrolidine C(C1=CC=CC=C1)(=O)ON1CCCC1